C(C)N1C(N(C2=C1C=CC(=C2)S(=O)(=O)NC2(CC2)CF)C=2SC(=NN2)C)=O 1-ethyl-N-[1-(fluoromethyl)cyclopropyl]-3-(5-methyl-1,3,4-thiadiazol-2-yl)-2-oxo-benzoimidazole-5-sulfonamide